C(CCC)OC=1C=C(C=CC1)C1=CC(=C(C=C1)C(C)=O)C 1-(3'-butoxy-3-methyl-[1,1'-biphenyl]-4-yl)ethan-1-one